4-(4-(4-fluorophenyl)-1-(furan-3-ylmethyl)-1H-imidazol-5-yl)-1H-pyrrolo[2,3-b]pyridine FC1=CC=C(C=C1)C=1N=CN(C1C1=C2C(=NC=C1)NC=C2)CC2=COC=C2